COC1=C2C(NC(=NC2=CC(=C1)OC)C1=CC=C(C=C1)N1CCC(CC1)CN1C[C@H](CCC1)NC=1C=C2C(N(C(C2=CC1)=O)C1C(NC(CC1)=O)=O)=O)=O 5-(((S)-1-((1-(4-(5,7-dimethoxy-4-oxo-3,4-dihydroquinazolin-2-yl)phenyl)piperidin-4-yl)methyl)piperidin-3-yl)amino)-2-(2,6-dioxopiperidin-3-yl)isoindoline-1,3-dione